Di(vinylphenyl)ethane C(=C)C1=C(C=CC=C1)C(C)C1=C(C=CC=C1)C=C